2-(3-carbonyl-benzo[d]isothiazol-2(3H)-yl)acetic acid C(=O)=C1N(SC2=C1C=CC=C2)CC(=O)O